C1(=CC(=CC=C1)C(=O)C1=C(C(=C(C(=C1C=CC1=CC=C(O)C=C1)C(=O)C=1C=C(C=CC1)C)O)C(=O)C=1C=C(C=CC1)C)O)C tri(m-toluoyl)resveratrol